2-methoxy-3-(trifluoromethyl)octafluorobutane COC(C(F)(F)F)(C(C(F)(F)F)(C(F)(F)F)F)F